tricarboxyethyl phosphate P(=O)(OCC(C(=O)O)(C(=O)O)C(=O)O)([O-])[O-]